tert-Butyl N-[2-(2-{2-[3-(5-amino-1,3-benzoxazol-2-yl)-6-oxo-1,6-dihydropyridazin-1-yl]ethoxy}ethoxy)ethyl]carbamate NC=1C=CC2=C(N=C(O2)C2=NN(C(C=C2)=O)CCOCCOCCNC(OC(C)(C)C)=O)C1